2-[(2E)-2-(aminomethyl)-3-fluoroprop-2-en-1-yl]-4-{[5-(4-aminophenyl)thiophen-2-yl]methyl}-2,4-dihydro-3H-1,2,4-triazol-3-one NC/C(/CN1N=CN(C1=O)CC=1SC(=CC1)C1=CC=C(C=C1)N)=C\F